strontium Bismuth [Bi].[Sr]